C(C)(C)(C)OC(N[C@H]1CNC[C@@H]1C)=O ((3R,4S)-4-methylpyrrolidin-3-yl)carbamic acid tert-butyl ester